2,2,4-trimethyl-hexane-1,6-diyl diisocyanate CC(CN=C=O)(CC(CCN=C=O)C)C